N'-[(perfluoropropane-2,2-diyl)bis(6-hydroxy-3,1-phenylene)]bis(p-aminobenzamide) FC(C(C(F)(F)F)(C=1C=C(C(=CC1)O)C1=C(C(=O)N)C=CC(=C1)N)C=1C=C(C(=CC1)O)C1=C(C(=O)N)C=CC(=C1)N)(F)F